BrC1=CC2=C(NC(=N2)C)C=C1C(=O)OC methyl 5-bromo-2-methyl-1H-benzo[d]imidazole-6-carboxylate